(E)-3-(4-acetoxy-3-methoxyphenyl)acrylic acid C(C)(=O)OC1=C(C=C(C=C1)/C=C/C(=O)O)OC